(R)-3-(2-decanamidopropionamido)propionic acid C(CCCCCCCCC)(=O)N[C@@H](C(=O)NCCC(=O)O)C